(3aS,4S,6aR)-2,2-Dimethyl-6-vinyl-3a,6a-dihydro-4H-cyclopenta[d][1,3]dioxol-4-yl acetate C(C)(=O)O[C@H]1C=C([C@H]2OC(O[C@H]21)(C)C)C=C